2-(3,4-dimethoxyphenyl)-6-(4-(4-isobutylpiperazin-1-yl)phenyl)-1,4-dimethyl-1H-imidazo[4,5-c]pyridine COC=1C=C(C=CC1OC)C=1N(C2=C(C(=NC(=C2)C2=CC=C(C=C2)N2CCN(CC2)CC(C)C)C)N1)C